C[C@@H]1CN(C[C@H](N1C(C1=CC=C(C=C1)C1=NN(C=C1)C)=O)C)C(=O)C1=C(C=C(C=C1)OC)F ((3R,5R)-3,5-dimethyl-4-(4-(1-methyl-1H-pyrazol-3-yl)benzoyl)piperazin-1-yl)(2-fluoro-4-methoxyphenyl)methanone